tert-butyl (R)-9-(4-(phenylthio)-3-((4-sulfamoyl-2-((trifluoromethyl)sulfonyl)phenyl)amino)butyl)-3,9-diazaspiro[5.5]undecane-3-carboxylate C1(=CC=CC=C1)SC[C@@H](CCN1CCC2(CCN(CC2)C(=O)OC(C)(C)C)CC1)NC1=C(C=C(C=C1)S(N)(=O)=O)S(=O)(=O)C(F)(F)F